((R)-2-cyclopropylmorpholino)methanone C1(CC1)[C@H]1OCCN(C1)C=O